S1C=NC2=C1C=CC(=C2)C=2N(CCOC2)C=O 5-(benzo[d]thiazol-5-yl)-2,3-dihydro-4H-1,4-oxazine-4-carbaldehyde